boranothioate B([O-])=S